FC1=CC(=C(C=C1)NS(=O)(=O)C1=CC=C(C=C1)NC(NCC=1C=NC=CC1)=O)C 3-{4-[(4-fluoro-2-methylphenyl)sulfamoyl]phenyl}-1-(pyridin-3-ylmethyl)urea